CN([C@@H](C)[C@@]1(C(C1)(F)F)CO)C ((R)-1-((S)-1-(dimethylamino)ethyl)-2,2-difluorocyclopropyl)methanol